4-(3,5-Dibromophenyl)-9,9-dimethyl-9H-fluorene BrC=1C=C(C=C(C1)Br)C1=CC=CC=2C(C3=CC=CC=C3C12)(C)C